N-allyl-2,6-dihydroxy-N,5'-dimethyl-4-pentyl-2'-(prop-1-en-2-yl)-1',2',3',4'-tetrahydro-[1,1'-biphenyl]-3-carboxamide C(C=C)N(C(=O)C=1C(=C(C(=CC1CCCCC)O)C1C(CCC(=C1)C)C(=C)C)O)C